6-FLUORO-3-OXOISOINDOLIN-5-YLBORONIC ACID FC1=C(C=C2C(NCC2=C1)=O)B(O)O